ClC=1C=C(C=CC1)N[C@H](C)C(=O)N (3-chlorophenyl)-D-alaninamide